benzylmethyldisulphide C(C1=CC=CC=C1)SSC